ClC=1C=CC=2N(C(N=C(C2N1)N1C[C@H](N(C[C@@H]1CC)C(CCNC(OC)=O)C1=CC=C(C=C1)C(F)(F)F)CC)=O)C Methyl (3-((2R,5S)-4-(6-chloro-1-methyl-2-oxo-1,2-dihydropyrido[3,2-d]pyrimidin-4-yl)-2,5-diethylpiperazin-1-yl)-3-(4-(trifluoromethyl)phenyl)propyl)carbamate